2-((2-hydroxyphenyl)carbamoyl)benzoic acid OC1=C(C=CC=C1)NC(=O)C1=C(C(=O)O)C=CC=C1